C(CCCC(C)C)(=O)OC(CCCC(C)C)=O isoheptanoic acid anhydride